OC=C1C(CC(CC1=O)C1=CC(=CC=C1)F)=O 2-(hydroxymethylene)-5-(3-fluorophenyl)cyclohexane-1,3-dione